ClC1=C(C=CC(=C1)C1=NOC(=N1)C)C1=NC=C(C(=O)NC2=NC=C(C(=N2)OCCN(C)C)C#N)C=C1 6-(2-chloro-4-(5-methyl-1,2,4-oxadiazol-3-yl)phenyl)-N-(5-cyano-4-(2-(dimethylamino)ethoxy)pyrimidin-2-yl)nicotinamide